2-fluoro-4-{[3-fluoro-6-(5-fluoro-4-hydroxypyrimidin-2-yl)imidazo[1,2-a]pyrazin-8-yl]methyl}-5-methylbenzonitrile FC1=C(C#N)C=C(C(=C1)CC=1C=2N(C=C(N1)C1=NC=C(C(=N1)O)F)C(=CN2)F)C